((7-(5-methyl-1,2,4-oxadiazol-3-yl)isoquinolin-1-yl)amino)-N-(1-methyl-5-pentyl-1H-pyrazol-3-yl)propanamide CC1=NC(=NO1)C1=CC=C2C=CN=C(C2=C1)NC(C(=O)NC1=NN(C(=C1)CCCCC)C)C